C(C)O[C@@H]1[C@H](C1)C(=O)NC=1C=NC=C(C1)NC1=NC=C(C=C1)C1=CC=C(C=C1)N1C(CCC1)=O (1S,2S)-2-ethoxy-N-(5-((5-(4-(2-oxo-pyrrolidin-1-yl)-phenyl)pyridin-2-yl)amino)pyridin-3-yl)cyclopropane-1-carboxamide